OC=1C=C(C=CC1)C(CNC)O 1-(3-hydroxyphenyl)-2-(N-methylamino)ethanol